FC(C=1C=C(C=CC1F)NC(=O)[C@H]1N(CCC1)C1=NC(=CC(=C1)C(F)(F)F)C)F (S)-N-(3-(difluoromethyl)-4-fluorophenyl)-1-(6-methyl-4-(trifluoromethyl)pyridin-2-yl)pyrrolidine-2-carboxamide